(dimethoxymethyl)nicotinaldehyde COC(OC)C1=C(C=O)C=CC=N1